amino butyl ether C(CCC)ON